ClC1=NC(=CC(=N1)N1CC2CCC(C1)N2C(=O)OC(C)(C)C)OC[C@]21CCCN1C[C@@H](C2)F tert-butyl 3-(2-chloro-6-{[(2R,7aS)-2-fluorotetrahydro-1H-pyrrolizin-7a(5H)-yl]methoxy}pyrimidin-4-yl)-3,8-diazabicyclo[3.2.1]octane-8-carboxylate